(S)-1-(3-(4-methoxy-3-(1-methyl-1H-pyrazol-5-yl)phenyl)azetidin-1-yl)-2-(pyrrolidin-3-yl)ethan-1-one TFA salt OC(=O)C(F)(F)F.COC1=C(C=C(C=C1)C1CN(C1)C(C[C@H]1CNCC1)=O)C1=CC=NN1C